3-(pyrrolidin-1-yl)phenyl (3-fluoro-5-formyl-4-hydroxybenzyl)carbamate FC=1C=C(CNC(OC2=CC(=CC=C2)N2CCCC2)=O)C=C(C1O)C=O